C(C)C1=C2C3=CN=C(C(O[C@@H](C4=CC(=CC=C4C4=NN(C=C4CN2C=N1)C)F)C)=C3)N (19R)-3-ethyl-16-fluoro-10,19-dimethyl-20-oxa-4,6,10,11,23-pentaazapentacyclo[19.3.1.02,6.08,12.013,18]pentacosa-1(24),2,4,8,11,13,15,17,21(25),22-decaen-22-amine